C(C)S(=O)(=O)C=1C=C(C(=O)OC2CN(C2)C=2N=C(C3=C(N2)CC[S+]3[O-])N(C3CCOCC3)C)C=CC1 [1-[4-[methyl(tetrahydropyran-4-yl)amino]-5-oxido-6,7-dihydro-thieno[3,2-d]pyrimidin-5-ium-2-yl]azetidin-3-yl] 3-ethylsulfonylbenzoate